COC=1C=C(C=C(C1C)OC)[C@H]([C@H](CN1N=C2C(=CC=CC2=C1)C(=O)O)OC1CC2=CC=CC=C2C1)O 2-[(2S,3R)-3-(3,5-dimethoxy-4-methyl-phenyl)-3-hydroxy-2-indan-2-yloxy-propyl]indazole-7-carboxylic acid